COCC=1C=C(C=CC1)C1CC=2C=NN(C(C2CC1)=O)C1=NC=CC=N1 6-(3-(methoxymethyl)phenyl)-2-(pyrimidin-2-yl)-5,6,7,8-tetrahydrophthalazin-1(2H)-one